[6-(4-cyclopropylimidazol-1-yl)-2-azaspiro[3.3]heptan-2-yl]-[5-fluoro-6-[(1-methylcyclopropyl)methoxy]-3-pyridyl]methanone C1(CC1)C=1N=CN(C1)C1CC2(CN(C2)C(=O)C=2C=NC(=C(C2)F)OCC2(CC2)C)C1